O=C1N(C(C2=CC=CC=C12)=O)CC#CC1=C(C(=O)OC)C=CC(=C1)N1CC2(C1)CNC2 methyl 2-(3-(1,3-dioxoisoindolin-2-yl)prop-1-yn-1-yl)-4-(2,6-diazaspiro[3.3]heptan-2-yl)benzoate